CN1CCC2(C[C@@H]2C(=O)N[C@@H](CCCCCC(CC)=O)C=2NC(=CN2)C=2C=C3C=CC(=NC3=CC2)N2CCCC2)CC1 (S)-6-Methyl-N-((S)-7-oxo-1-(5-(2-(pyrrolidin-1-yl)chinolin-6-yl)-1H-imidazol-2-yl)nonyl)-6-azaspiro[2.5]octan-1-carboxamid